C(C)N1C(=NC2=C1C=NC(=C2)C#CC2=NN(C(=C2C(=O)N)NC)[C@@H]2CN([C@H](C2)COC)C(C=C)=O)C 3-(2-[3-ethyl-2-methylimidazo[4,5-c]pyridin-6-yl]ethynyl)-1-[(3s,5r)-5-(methoxymethyl)-1-(prop-2-enoyl)pyrrolidin-3-yl]-5-(methylamino)pyrazole-4-carboxamide